harmine malate C(C(O)CC(=O)O)(=O)O.C1(C)=NC=CC=2C3=CC=C(OC)C=C3NC12